(S)-4-(((8-Methyl-4-oxochroman-7-yl)oxy)(phenyl)methyl)benzamide CC=1C(=CC=C2C(CCOC12)=O)O[C@H](C1=CC=C(C(=O)N)C=C1)C1=CC=CC=C1